C(\C=C\C(=O)OC(C)CC)(=O)OC1CCC(CC1)C(C)CC (4-sec-butylcyclohexyl) sec-butyl fumarate